(3S,4R)-4-[(7-{5-[1-(difluoromethyl)cyclopropyl]pyridin-2-yl}-5-fluoropyrrolo[2,1-f][1,2,4]triazin-2-yl)amino]oxan-3-yl (2S)-2-amino-3-methylbutanoate N[C@H](C(=O)O[C@@H]1COCC[C@H]1NC1=NN2C(C=N1)=C(C=C2C2=NC=C(C=C2)C2(CC2)C(F)F)F)C(C)C